((5-phenylthiophen-2-yl)methyl)-2-(2,4,5-trimethoxyphenyl)-ethan-1-amine C1(=CC=CC=C1)C1=CC=C(S1)CC(CC1=C(C=C(C(=C1)OC)OC)OC)N